tert-butyl (7S)-7-(methoxymethyl)-1,4-dioxa-8-azaspiro[4.5]decane-8-carboxylate COC[C@@H]1CC2(OCCO2)CCN1C(=O)OC(C)(C)C